FC1=CC=C(C=C1)C1=C(CCC(C1)(C)C)CN1C2CN(CC1C2)CC=2C=C1CN(C(C1=CC2)=O)C2CNCCC2 3-(5-((6-((4'-fluoro-5,5-dimethyl-3,4,5,6-tetrahydro-[1,1'-biphenyl]-2-yl)methyl)-3,6-diazabicyclo[3.1.1]heptan-3-yl)methyl)-1-oxoisoindolin-2-yl)piperidine